C(=O)(OCC1C2=CC=CC=C2C2=CC=CC=C12)N[C@@H](CC1=CNC2=CC(=CC=C12)Cl)C(=O)O Fmoc-6-chloro-L-tryptophan